tert-butyl 2-(2'-acryloyl-4-((3-fluoro-4-(trifluoromethyl)benzyl)(methyl)carbamoyl)-[1,1'-biphenyl]-3-yl)acetate C(C=C)(=O)C1=C(C=CC=C1)C1=CC(=C(C=C1)C(N(C)CC1=CC(=C(C=C1)C(F)(F)F)F)=O)CC(=O)OC(C)(C)C